2-{[4-({6-[(2,4-dichlorophenoxy)methyl]pyridin-2-yl}methyl)piperidin-1-yl]methyl}-1-[(1-ethyl-1H-imidazol-5-yl)methyl]-1H-1,3-benzodiazole-6-carboxylic acid ClC1=C(OCC2=CC=CC(=N2)CC2CCN(CC2)CC2=NC3=C(N2CC2=CN=CN2CC)C=C(C=C3)C(=O)O)C=CC(=C1)Cl